CN(S(=O)(=O)C)CCNC(OC(C)(C)C)=O tert-butyl (2-(N-methylmethylsulfonamido)ethyl)carbamate